CC1=C(C(=CC(=C1)C)C)[SiH2]N[SiH3] 2,4,6-trimethylphenyldisilazane